2-(2,6-dioxopiperidin-3-yl)-5-((4-(6-methylthieno[2,3-d]pyrimidin-4-yl)piperidin-1-yl)methyl)isoindoline-1,3-dione O=C1NC(CCC1N1C(C2=CC=C(C=C2C1=O)CN1CCC(CC1)C=1C2=C(N=CN1)SC(=C2)C)=O)=O